N-{4-[4-Amino-7-(4-cyanocyclohexyl)pyrrolo[2,1-f][1,2,4]triazin-5-yl]phenyl}-2-oxo-1-phenyl-1,2-dihydropyridine-3-carboxamide NC1=NC=NN2C1=C(C=C2C2CCC(CC2)C#N)C2=CC=C(C=C2)NC(=O)C=2C(N(C=CC2)C2=CC=CC=C2)=O